tert-butyl (S)-(5-((3-((2-fluoro-5-methylbenzyl)amino)-4-oxo-4,6,7,8-tetrahydropyrrolo[1,2-a]pyrimidine-6-carboxamido)methyl)-6-methylpyridin-2-yl)carbamate FC1=C(CNC2=CN=C3N(C2=O)[C@@H](CC3)C(=O)NCC=3C=CC(=NC3C)NC(OC(C)(C)C)=O)C=C(C=C1)C